N1C(=CC=C1)\C=C/C(=O)O (Z)-3-(1H-PYRROL-2-YL)-2-PROPENOIC ACID